3-[4-(4-aminobutyl)-3-methyl-2-oxo-1,3-benzodiazol-1-yl]piperidine-2,6-dione hydrochloride Cl.NCCCCC1=CC=CC=2N(C(N(C21)C)=O)C2C(NC(CC2)=O)=O